NC1=C(C(=NN1C(=O)C=1C=NN(C1N)C)C1=CC=CC=C1)CC1=CC=C(C=C1)S(=O)(=O)N 4-((5-amino-1-(5-amino-1-methyl-1H-pyrazole-4-carbonyl)-3-phenyl-1H-pyrazol-4-yl)methyl)benzenesulfonamide